FC(C(=O)O)(F)F.N1=C(N=CC=C1)C12CCCC(N1)C2 1-(pyrimidin-2-yl)-6-azabicyclo[3.1.1]heptane trifluoroacetate